COC(C1=C(C(=CC=C1)C)C(=O)N(C)C)=O 2-dimethylaminoformyl-3-methylbenzoic acid methyl ester